cyclopropyldiphenylsulfonium tetrafluoroborate F[B-](F)(F)F.C1(CC1)[S+](C1=CC=CC=C1)C1=CC=CC=C1